1-(4-Bromo-5,6,7,8-tetrahydroisoquinolin-8-yl)pyrrolidin-2-one BrC1=CN=CC=2C(CCCC12)N1C(CCC1)=O